N[C@@]1([C@H](C[C@@H](C1)CNC1CCC1)CCCB(O)O)C(=O)O (1S,2S,4S)-1-amino-2-(3-boronopropyl)-4-((cyclobutylamino)methyl)cyclopentanecarboxylic acid